1-azabicyclo[2.2.2]oct-4-yl-(diphenyl)methanol methyl-4-(hept-1,6-dien-4-yloxy)-2-hydroxy-3,6-dimethylbenzoate CC=1C(=C(C(=C(C(=O)OC(C2=CC=CC=C2)(C2=CC=CC=C2)C23CCN(CC2)CC3)C1C)O)C)OC(CC=C)CC=C